N1(N=CC=C1)C1=CC=NC=C1 4-(1H-pyrazol-1-yl)pyridine